benzylisoquinoline nitrogen [N].C(C1=CC=CC=C1)C1=NC=CC2=CC=CC=C12